4-(3-Fluorophenyl)-3-methyl-1-(4-(2-methylprop-1-en-1-yl)-5-(4-(trifluoromethyl)phenyl)thiazol-2-yl)-1H-pyrazole-5-carboxylic acid methyl ester COC(=O)C1=C(C(=NN1C=1SC(=C(N1)C=C(C)C)C1=CC=C(C=C1)C(F)(F)F)C)C1=CC(=CC=C1)F